1-(tert-butyl) 2-ethyl (2S,4R)-4-methylpyrrolidine-1,2-dicarboxylate C[C@@H]1C[C@H](N(C1)C(=O)OC(C)(C)C)C(=O)OCC